3-phenyl-1,4-pentanediol C1(=CC=CC=C1)C(CCO)C(C)O